O.O.[Na].CS(=O)OCO hydroxymethyl methanesulfinate sodium dihydrate